C1=CC=CC=2C3=CC=CC=C3C(C12)COC(=O)N[C@H](C(=O)O)CC1=CC=C(C=C1)CN1CCCC1 (S)-2-((((9H-fluoren-9-yl)methoxy)carbonyl)amino)-3-(4-(pyrrolidin-1-ylmethyl)phenyl)propanoic acid